Ethyl (S)-(Z)-3-((3-butyl-2-methyl-7-(methylthio)-1,1-dioxido-5-phenyl-2,3,4,5-tetrahydro-1,2,5-benzothiadiazepin-8-yl)oxy)-2-fluoroacrylate C(CCC)[C@@H]1N(S(C2=C(N(C1)C1=CC=CC=C1)C=C(C(=C2)O\C=C(\C(=O)OCC)/F)SC)(=O)=O)C